9-(tert-butoxycarbonyl)-9H-carbazole-3,6-diyl-diboronic acid C(C)(C)(C)OC(=O)N1C2=CC=C(C=C2C=2C=C(C=CC12)B(O)O)B(O)O